n-eicosyl hexacosyl ketone C(CCCCCCCCCCCCCCCCCCCCCCCCC)C(=O)CCCCCCCCCCCCCCCCCCCC